COC1=CC=C(C=C1)C(OC[C@@]1(CN(C[C@]1(C)CO)C(CCCCCCCCC(=O)NCCCCCCCCCCCC(=O)NCCCCCCCCCCCC(=O)OC)=O)C)(C1=CC=CC=C1)C1=CC=C(C=C1)OC Racemic-(cis)-methyl 12-(12-(10-(3-((bis(4-methoxyphenyl)(phenyl)methoxy)methyl)-4-(hydroxymethyl)-3,4-dimethylpyrrolidin-1-yl)-10-oxodecanamido)dodecanamido)dodecanoate